tert-butyl (2S,4S)-4-((4-(2-((5,6-dimethylpyridazin-3-yl)amino)pyrazolo[1,5-a]pyridin-5-yl)-5-methylisoxazol-3-yl)oxy)-2-(methoxymethyl)pyrrolidine-1-carboxylate CC=1C=C(N=NC1C)NC1=NN2C(C=C(C=C2)C=2C(=NOC2C)O[C@H]2C[C@H](N(C2)C(=O)OC(C)(C)C)COC)=C1